P([O-])(=O)(OP(=O)([O-])OP(=O)(O)O)OC[C@@H]1[C@H]([C@H]([C@@H](O1)N1C=NC=2C(N)=NC=NC12)O)O.[K+].[Na+] sodium-potassium adenosine triphosphate